OCCN(CCCN(CCCCCCCC(=O)[O-])CCCCCCCC(=O)OCCCCCCCCCCCCCCCCCCCCCCC)CCCCCCCC(OCCCCCCCCCCCCC)=C=O Tricosyl 8,8'-((3-((2-hydroxyethyl)(8-carbonyl-8-(tridecyloxy)octyl)amino)propyl)azanediyl)dioctanoate